1-[2-(imidazole-1-yl)ethyl]indole N1(C=NC=C1)CCN1C=CC2=CC=CC=C12